(S)-5,7-Difluoro-1-(4-(2-phenylmorpholino)phenyl)-1H-benzo[d][1,2,3]triazol-6-ol FC1=CC2=C(N(N=N2)C2=CC=C(C=C2)N2C[C@@H](OCC2)C2=CC=CC=C2)C(=C1O)F